(S)-6-(1-amino-1,3-dihydrospiro[indene-2,4'-piperidine]-1'-yl)-3-(1-(2-hydroxy-5-(2-methoxyethoxy)phenyl)vinyl)-1,5-dihydro-4H-pyrazole N[C@@H]1C2=CC=CC=C2CC12CCN(CC2)C2=C(C=CC(=C2C(=C)C2=NNCC2)O)OCCOC